FC1=CN(C=2N=C(N=CC21)NC2=CC(=C(C=C2)N2CCN(CC2)C)OC(C)C)CC2OCCC2 5-Fluoro-N-(3-isopropoxy-4-(4-methylpiperazin-1-yl)phenyl)-7-((tetrahydrofuran-2-yl)methyl)-7H-pyrrolo[2,3-d]pyrimidin-2-amine